O[C@H]1[C@@H](O[C@]([C@H]1O)(CO[Si](C(C)C)(C(C)C)C(C)C)CO)N1C=2N=C(NC(C2N=C1)=O)NC(C(C)C)=O N-[9-[(2R,3R,4S,5S)-3,4-dihydroxy-5-(hydroxymethyl)-5-(triisopropylsiloxy-methyl)tetrahydrofuran-2-yl]-6-oxo-1H-purin-2-yl]-2-methyl-propionamide